pantamidine C([C@H](O)C(C)(C)CO)(=N)N